FC(COC(C(=O)N(CC1=CC(=CC=C1)N(C)C(=O)OC(C)(C)C)CC1=CC=CC=C1)=O)(F)F.C(C1=CC=CC=C1)N(C(C(=O)N)=O)CC=1C=C(C=CC1)N(C(OC(C)(C)C)=O)C tert-butyl N-[3-[[benzyl(oxamoyl)amino]methyl]phenyl]-N-methyl-carbamate 2,2,2-trifluoroethyl-2-[benzyl-[[3-[tert-butoxycarbonyl(methyl)amino]phenyl]methyl]amino]-2-oxo-acetate